C(#N)C1=CC=C(C=C1)NCC(=O)NN 2-(4-cyanophenylamino)acethydrazide